FC1=C(C=CC(=C1)C(F)(F)F)COC1CN(C1)C(=O)N1C[C@@H]2CCC=3C=NNC3[C@@H]2C1 |r| [3-[[2-Fluoro-4-(trifluoromethyl)phenyl]methoxy]azetidin-1-yl]-[rac-(5aR,8aS)-4,5,5a,6,8,8a-hexahydro-1H-pyrrolo[3,4-g]indazol-7-yl]methanon